2-amino-6-iodopurine NC1=NC(=C2NC=NC2=N1)I